4,4'-butylidenebis(3-methyl-6-tertiarybutylphenol) C(CCC)(C1=C(C=C(C(=C1)C(C)(C)C)O)C)C1=C(C=C(C(=C1)C(C)(C)C)O)C